pyridinium fluorine [F].[NH+]1=CC=CC=C1